1-(bromomethyl)-4-(cyclopentoxy)benzene BrCC1=CC=C(C=C1)OC1CCCC1